tert-butyl (4R)-4-[2-(1,1-dimethyl-3H-2-benzofuran-5-yl)-7-oxo-4H-[1,2,4]triazolo[1,5-a]pyrimidin-5-yl]pentanoate CC1(OCC2=C1C=CC(=C2)C2=NN1C(NC(=CC1=O)[C@@H](CCC(=O)OC(C)(C)C)C)=N2)C